[S].CC1=CC=CC=C1 methyl-benzene sulphur